benzyl 2-[4-(4,4,5,5-tetramethyl-1,3,2-dioxaborolan-2-yl)pyrazol-1-yl]acetate CC1(OB(OC1(C)C)C=1C=NN(C1)CC(=O)OCC1=CC=CC=C1)C